OC1=C(C=C(C=C1)NC(=O)NC1=CC=C(C=C1)OCCC1=CC=C(C=C1)OC(F)(F)F)NS(=O)(=O)C N-(2-hydroxy-5-(3-(4-(4-(trifluoromethoxy)phenylethoxy)phenyl)ureido)phenyl)methanesulfonamide